(2S,4S)-1-((4-phenoxybutyryl)glycyl)-4-phenylpyrrolidine-2-carboxylic acid O(C1=CC=CC=C1)CCCC(=O)NCC(=O)N1[C@@H](C[C@H](C1)C1=CC=CC=C1)C(=O)O